tert-butyl-4-(1-(4-fluoro-3-methoxyphenyl)-1H-indazol-5-yl)piperidine-1-carboxylate C(C)(C)(C)OC(=O)N1CCC(CC1)C=1C=C2C=NN(C2=CC1)C1=CC(=C(C=C1)F)OC